6-(3-(4-methoxybenzyl)ureido)-2-azaspiro[3.3]heptane-2-carboxylic acid tert-butyl ester C(C)(C)(C)OC(=O)N1CC2(C1)CC(C2)NC(=O)NCC2=CC=C(C=C2)OC